5,7-dihydroxyl-4-methylcoumarin OC1=C2C(=CC(OC2=CC(=C1)O)=O)C